O=C1NC(CCC1N1C(C2=CC=C(C=C2C1=O)OC[C@@H]1CN(C[C@H](O1)C)C(=O)[O-])=O)=O (2S,6R)-2-[[2-(2,6-dioxo-3-piperidyl)-1,3-dioxo-isoindolin-5-yl]oxymethyl]-6-methyl-morpholine-4-carboxylate